C(N)(OC1=C(C2=C(S1)C(=CC(=C2C2=C(C=C1C(=NC(=NC1=C2F)F)N2CC=1N(CCC2)N=C(C1)C(N(C)C)=O)Cl)C(C)(C)C)F)C#N)=O (Tert-butyl 4-(6-chloro-4-(2-(dimethylcarbamoyl)-7,8-dihydro-4H-pyrazolo[1,5-a][1,4]diazepin-5(6H)-yl)-2,8-difluoroquinazolin-7-yl)-3-cyano-7-fluorobenzo[b]thiophen-2-yl) carbamate